FC(C1=CC2=C(N=C(N=C2)S(=O)(=O)C)N(C1=O)C)F 6-(Difluoromethyl)-8-methyl-2-(methylsulfonyl)pyrido[2,3-d]pyrimidin-7(8H)-one